butanaminium hydroxide [OH-].C(CCC)[NH3+]